(S)-2-(1-amino-2-phenylethyl)-5-(1H-indol-3-yl)oxazole-4-carboxylic acid methyl ester COC(=O)C=1N=C(OC1C1=CNC2=CC=CC=C12)[C@H](CC1=CC=CC=C1)N